methyl 2-(1-tert-butoxycarbonylazetidin-3-yl)-8-fluoro-6,7-dihydro-5H-cyclopenta[f]benzotriazole-6-carboxylate C(C)(C)(C)OC(=O)N1CC(C1)N1N=C2C(=N1)C(=C1C(=C2)CC(C1)C(=O)OC)F